4-iodomorpholin-4-ium-3-ide I[NH+]1[CH-]COCC1